2-(6-amino-2-azaspiro[3.3]heptan-2-yl)-N-(tert-butyl)acetamide NC1CC2(CN(C2)CC(=O)NC(C)(C)C)C1